(5-(2-fluoro-6-methoxyphenyl)-1H-pyrazolo[3,4-c]pyridin-3-yl)-2-methoxy-N-methylbenzamide FC1=C(C(=CC=C1)OC)C=1C=C2C(=CN1)NN=C2C=2C(=C(C(=O)NC)C=CC2)OC